1-(2-(4-amino-6-((3-methyl-4-((1-methyl-1H-benzo[d]imidazol-5-yl)oxy)phenyl)amino)pyrimidin-5-yl)-3-oxa-1,7-diazaspiro[4.5]dec-1-ene-7-yl)prop-2-en-1-one NC1=NC=NC(=C1C1=NC2(CO1)CN(CCC2)C(C=C)=O)NC2=CC(=C(C=C2)OC2=CC1=C(N(C=N1)C)C=C2)C